ClC=1SC(=CN1)COC1=CC=CC(=N1)C1CCN(CC1)CC=1N(C2=C(N1)C=CC(=C2)C(=O)O)CCOC 2-[[4-[6-[(2-Chlorothiazol-5-yl)methoxy]-2-pyridyl]-1-piperidyl]methyl]-3-(2-methoxyethyl)benzimidazole-5-carboxylic acid